(5-amino-2-methylpyridin-3-yl)-2-(1-methyl-1H-pyrazol-4-yl)pyrazolo[5,1-b]Thiazole-7-carboxamide NC=1C=C(C(=NC1)C)C=1N2C(SC1C=1C=NN(C1)C)=C(C=N2)C(=O)N